3,9-bis{1,1-dimethyl-2-[β-(3-tert-butyl-4-hydroxy-5-methylphenyl)propionyloxy]ethyl}-2,4,8,10-tetroxaspiro(5.5)undecane CC(COC(CCC1=CC(=C(C(=C1)C)O)C(C)(C)C)=O)(C)C1OCC2(CO1)COC(OC2)C(COC(CCC2=CC(=C(C(=C2)C)O)C(C)(C)C)=O)(C)C